hydrogen muconate muconate C(\C=C\C=C\C(=O)O)(=O)O.C(\C=C\C=C\C(=O)O)(=O)O